β-hydroxyamphetamine C[C@H]([C@@H](C1=CC=CC=C1)O)N